2-Chloro-5-((3R,7R)-3,7-dimethyl-10-oxo-9-((R*)-1-(6-(trifluoromethyl)pyridin-3-yl)ethyl)-1,2,3,4,7,8,9,10-octahydropyrido[4',3':3,4]pyrazolo[1,5-a]pyrazine-2-carbonyl)benzonitrile ClC1=C(C#N)C=C(C=C1)C(=O)N1CC=2C(=NN3C2C(N(C[C@H]3C)[C@H](C)C=3C=NC(=CC3)C(F)(F)F)=O)C[C@H]1C |o1:23|